CC(C)(C)N(C(O)=O)[C@H](CC=O)C.ClC1=CC=C2C(=CC=NC2=C1)NC(CCCN(CC)CC)C 7-chloro-4-(4-diethylamino-1-methylbutyl-amino)quinoline 1,1-Dimethylethyl-[(1S)-1-methyl-3-oxopropyl]carbamate